NC1=C(C=C(C=2C(C3=CC=CC=C3C(C12)=O)=O)NC1=CC=CC=C1)S(=O)(=O)[O-] 1-amino-4-phenylamino-9,10-dioxo-9,10-dihydro-anthracene-2-sulfonate